OC=1C(=C(C(=C(C1)CC(=O)[O-])O)O)O.[Na+] sodium tetrahydroxyphenylacetate